3,5-bis(t-butoxycarbonyl)benzoic acid C(C)(C)(C)OC(=O)C=1C=C(C(=O)O)C=C(C1)C(=O)OC(C)(C)C